C(C)N(C(C(C)(OC1=CC=C(C=C1)C)C)=O)CC=1SC=CC1 N-ethyl-2-methyl-N-(thiophen-2-ylmethyl)-2-(p-tolyloxy)propanamide